N-[1-(2-chloro-5-fluorophenyl)-2-[(2-methylprop-2-yl)amino]-2-oxoethyl]-N-[(4-methoxyphenyl)methyl]-7-nitro-1-oxo-1,2,3,4-tetrahydroisoquinoline-5-carboxamide ClC1=C(C=C(C=C1)F)C(C(=O)NC(C)(C)C)N(C(=O)C=1C=2CCNC(C2C=C(C1)[N+](=O)[O-])=O)CC1=CC=C(C=C1)OC